C(C)(C)C1N2C(C3=CC(=C(C=C3C1)OCCCOC)C=1N=C(SC1)C)=CC(C(=C2)C(=O)O)=O 6-isopropyl-9-(3-methoxypropoxy)-10-(2-methylthiazol-4-yl)-2-oxo-6,7-dihydro-2H-pyrido[2,1-a]isoquinoline-3-carboxylic acid